COC=1C=C2CCN(C(C2=C(C1)OCCC(=C)C)=O)C(C)C1=CC(=CC=C1)C(F)(F)F 6-methoxy-8-isopentenyloxy-2-[1-(3-trifluoromethyl-phenyl)ethyl]-3,4-dihydroisoquinolin-1(2H)-one